N-(5-(2-(4-(trifluoromethyl)phenoxy)ethyl)-1H-indol-3-yl)isonicotinamide FC(C1=CC=C(OCCC=2C=C3C(=CNC3=CC2)NC(C2=CC=NC=C2)=O)C=C1)(F)F